sulfite platinum [Pt+2].S(=O)([O-])[O-]